4-coumaroyl-4'-hydroxyphenyllactic acid C1=CC(=CC=C1C[C@H](C(=O)O)OC(=O)/C=C/C2=CC=C(C=C2)O)O